((2,5-dimethyl-4,5-dihydro-2H-[1,2,3]triazolo[4,5-c][1,7]naphthyridin-6-yl)amino)-6-((1R,2R)-2-fluorocyclopropane-1-carboxamido)-N-(methyl-d3)pyridazine-3-carboxamide CN1N=C2C(CN(C=3C(=NC=CC23)NC2=C(N=NC(=C2)NC(=O)[C@@H]2[C@@H](C2)F)C(=O)NC([2H])([2H])[2H])C)=N1